N1=C(N=CC=C1)C1(CC1)NC(=O)[C@H]1CN(CC[C@@H]1NC(=O)C1=NOC(=C1)C1=C(C=C(C=C1)F)F)CC1CCCC1 (3S,4S)-1-Cyclopentylmethyl-4-{[5-(2,4-difluoro-phenyl)-isoxazole-3-carbonyl]-amino}-piperidine-3-carboxylic acid (1-pyrimidin-2-yl-cyclopropyl)-amide